C(CCCCCCCCCCCCCCCCC)(=O)[O-].C(CCCCCCCCCCCCCCCCC)(=O)[O-].C(C)(C)O[Ti+2]OC(C)C diisopropoxytitanium distearate